CC=1C=C(C=C(C1)C)N1N=CC(=C1)C1=C2C(=NC=C1)NC=C2 4-[1-(3,5-dimethylphenyl)-1H-pyrazol-4-yl]-1H-pyrrolo[2,3-b]pyridine